FC1=NC(=C2N=CN(C2=N1)[C@H]1[C@H](O)[C@H](O)[C@H](O1)CO)N 2-fluoro-9-β-D-ribofuranosyladenine